((4S,5S)-2,2-dimethyl-5-((prop-2-yn-1-yloxy)methyl)-1,3-dioxolan-4-yl)methanol CC1(O[C@H]([C@@H](O1)CO)COCC#C)C